[Si](C)(C)(C(C)(C)C)OCCN1C(N(C(C1)=O)C)=O 1-(2-((tert-Butyldimethylsilyl)oxy)ethyl)-3-methylimidazoline-2,4-dione